C(C)(C)(C)C1=CC=C(C=C1)N(C(=O)[C@@H]1N([C@H](CC1)C)C#N)C(C(=O)NC1CCCCC1)C=1C=NC=CC1 (2R,5S)-N-(4-tert-butylphenyl)-1-cyano-N-[2-(cyclohexylamino)-2-oxo-1-(3-pyridyl)ethyl]-5-methyl-pyrrolidine-2-carboxamide